NC1CCC(CC1)NC1=NC2=C(C=C(C=C2C=N1)C1=CC(=NN1C)NS(=O)(=O)C1=C(C=CC=C1)Cl)CCC N-(5-(2-(((1r,4r)-4-aminocyclohexyl)amino)-8-propylquinazolin-6-yl)-1-methyl-1H-pyrazol-3-yl)-2-chlorobenzene-sulfonamide